OC=1C(=NC(=C(C1)O)CCCO)C(=O)OC methyl 3,5-dihydroxy-6-(3-hydroxypropyl)pyridine-2-carboxylate